1-((3-(5-(3,5-difluorophenyl)-4,5-dihydro-1H-pyrazole-1-carbonyl)bicyclo[1.1.1]Pentan-1-yl)methyl)-1H-1,2,3-triazole-4-carboxamide FC=1C=C(C=C(C1)F)C1CC=NN1C(=O)C12CC(C1)(C2)CN2N=NC(=C2)C(=O)N